7-methoxy-7-[4-methyl-5-(pyridin-2-yl)-1,3-thiazol-2-yl]-4-oxospiro[2.5]oct-5-ene-5-carbonitrile COC1(C=C(C(C2(CC2)C1)=O)C#N)C=1SC(=C(N1)C)C1=NC=CC=C1